ethyl 1,5-dimethyl-4-[7-methyl-1-(2-trimethylsilylethoxymethyl)indazol-5-yl]sulfanyl-pyrrole-2-carboxylate CN1C(=CC(=C1C)SC=1C=C2C=NN(C2=C(C1)C)COCC[Si](C)(C)C)C(=O)OCC